CC1N(C(CCC1)C)C(=O)O 2,6-dimethylpiperidine-1-carboxylic acid